5-((1-Aminocyclopropyl)methoxy)-1-((1,3-dioxoisoindolin-2-yl)methyl)-4-oxo-3,4-dihydropyridine NC1(CC1)COC=1C(CCN(C1)CN1C(C2=CC=CC=C2C1=O)=O)=O